5,7,2',6'-tetrahydroxyflavone OC1=C2C(C=C(OC2=CC(=C1)O)C1=C(C=CC=C1O)O)=O